C([C@@H](CCC)O)O (R)-pentane-1,2-diol